FC(OC1=NC2=C(C=C(C=C2C=N1)C)C=1SC2=C(N1)C=C(C(=C2)OC)F)F 2-(2-(difluoromethoxy)-6-methylquinazolin-8-yl)-5-fluoro-6-methoxybenzo[d]thiazole